2,6-Bis(4-chlorophenyl)pyridine-3,5-diyl-bis(phenylmethanone) ClC1=CC=C(C=C1)C1=NC(=C(C=C1C(=O)C1=CC=CC=C1)C(=O)C1=CC=CC=C1)C1=CC=C(C=C1)Cl